C1N(CC2=CC=CC=C12)CC1=CC(C(=CO1)OC[C@H]1CN(CCC1)C(=O)OC(C)(C)C)=O (R)-tert-Butyl 3-(((6-(isoindolin-2-ylmethyl)-4-oxo-4H-pyran-3-yl)oxy)methyl)-piperidine-1-carboxylate